Cl.NC1CC2(C1)CCN(CC2)C2=C(C=C(C=C2)NC2=NC=C(C(=N2)NC2=C(C=CC=C2)P(C)(C)=O)Cl)C(F)(F)F (2-((2-((4-(2-amino-7-azaspiro[3.5]nonan-7-yl)-3-(trifluoromethyl)phenyl)amino)-5-chloropyrimidin-4-yl)amino)phenyl)dimethylphosphine oxide hydrochloric acid salt